CCCC(N=C=O)N=C=O 4-butylidenediisocyanate